1,2,3,4-tetrahydroquinoline-5-carbonitrile N1CCCC=2C(=CC=CC12)C#N